3-(N-morpholinyl)phenylboronic acid N1(CCOCC1)C=1C=C(C=CC1)B(O)O